ClC1=NC=NC(=C1F)C 4-chloro-5-fluoro-6-methylpyrimidine